C(C)(C)(C)OC(N(C)CCNCC(C)C)=O tert-butyl(2-(isobutylamino)ethyl)(methyl)carbamate